4-isopropylpyridine nitrogen [N].C(C)(C)C1=CC=NC=C1